(S)-1-(benzo[d][1,3]dioxol-4-ylmethyl)-N-(4-(pyridin-3-yloxy)phenyl)pyrrolidine-2-carboxamide O1COC2=C1C=CC=C2CN2[C@@H](CCC2)C(=O)NC2=CC=C(C=C2)OC=2C=NC=CC2